C(C)(C)(C)OC(=O)N1CC2(CCC2)C[C@H]1[C@@H](C(=O)N1C(OC[C@@H]1CC1=CC=CC=C1)=O)C1=CC=C(C=C1)Cl (S)-7-((S)-2-((S)-4-benzyl-2-oxooxazolidin-3-yl)-1-(4-chlorophenyl)-2-oxoethyl)-6-azaspiro[3.4]octane-6-carboxylic acid tert-butyl ester